3,6-dihydro-2H-1,3-thiazin S1CNC=CC1